2-(3-bromo-4-methylphenyl)pyrido[3,4-d]Pyrimidin-8-amine BrC=1C=C(C=CC1C)C=1N=CC2=C(N1)C(=NC=C2)N